C(CCCCCCCCCCCCCCC)(=O)O[C@H](CO)COP(=O)(O)OCCN 2-palmitoyl-sn-glycero-3-phosphoethanolamine